methyl 2-(1,4-dioxan-2-yl)-7-isopropoxy-imidazo[1,2-a]pyridine-6-carboxylate O1C(COCC1)C=1N=C2N(C=C(C(=C2)OC(C)C)C(=O)OC)C1